BrC=1C=C2C(=NN(C(C2=CC1F)=O)CC(=O)OC)C(C)C methyl 2-(6-bromo-7-fluoro-4-isopropyl-1-oxophthalazin-2(1H)-yl)acetate